ClC=1C=C(C=C(C1)Cl)C1=CC(=CC(=C1)OC=1C=NC(=CC1)N1CCNCC1)CNC 1-(3',5'-dichloro-5-((6-(piperazin-1-yl)pyridin-3-yl)oxy)-[1,1'-biphenyl]-3-yl)-N-methylmethanamine